Iminothiolanone N=C1C(SCC1)=O